C(C)(C)(C)C(=O)N1CCC(CC1)C(=O)O 1-(tert-butylcarbonyl)piperidine-4-carboxylic acid